1-(3-chloro-2-methoxy-pyridin-4-yl)-5-trifluoromethyl-1H-pyrazole-4-carboxylic acid ClC=1C(=NC=CC1N1N=CC(=C1C(F)(F)F)C(=O)O)OC